cyano-3-fluoro-N-(1-(3-(trifluoromethoxy)phenyl)-1H-imidazol-4-yl)piperidine-3-carboxamide C(#N)N1CC(CCC1)(C(=O)NC=1N=CN(C1)C1=CC(=CC=C1)OC(F)(F)F)F